FC(OC=1C=C(C(=O)N[C@H](C)C2=NC=CN=C2N2N=CC=N2)C=C(C1)C(F)(F)F)F 3-(difluoromethoxy)-N-[(1R)-1-[3-(triazol-2-yl)pyrazin-2-yl]ethyl]-5-(trifluoromethyl)benzamide